4-methyltetrahydro-thiopyran-4-carboxylic acid CC1(CCSCC1)C(=O)O